(+-)-1-(2,2,3,6-TETRAMETHYL-CYCLOHEXYL)-3-HEXANOL CC1(C(C(CCC1C)C)CCC(CCC)O)C